tert-butyl (4-(2,6-dioxopiperidin-3-yl)pyridin-2-yl)carbamate O=C1NC(CCC1C1=CC(=NC=C1)NC(OC(C)(C)C)=O)=O